methyl 6-(1-hydroxyethyl)quinoline-4-carboxylate OC(C)C=1C=C2C(=CC=NC2=CC1)C(=O)OC